2-Hydroxypropane-1,3-diyl bis(2-(((5Z,8Z,11Z,14Z,17Z)-icosa-5,8,11,14,17-pentaen-1-yl)oxy)butanoate) C(CCC\C=C/C\C=C/C\C=C/C\C=C/C\C=C/CC)OC(C(=O)OCC(COC(C(CC)OCCCC\C=C/C\C=C/C\C=C/C\C=C/C\C=C/CC)=O)O)CC